CCC[C@@H](C)[C@H]1CC[C@H]2[C@@H]3CC[C@H]4[C@H]([C@H](CC[C@]4(C)[C@H]3CC[C@]12C)O)O 5α-cholane-3β,4β-diol